4-hydroxybenzimidazole OC1=CC=CC=2N=CNC21